(1S,2S)-2-((trifluoromethoxy)methyl)cyclopropane FC(OCC1CC1)(F)F